CC=1N(C(=CC1)C)C 2,5-dimethyl-1-methyl-1H-pyrrole